8'-Methyl-7'-(2-(piperidin-1-yl)ethoxy)-2',3'-dihydrospiro[cyclopropane-1,4'-pyrido[2,3-b][1,4,5]oxathiazepine]-1',1'-dioxide CC1=CC2=C(OC3(CNS2(=O)=O)CC3)N=C1OCCN1CCCCC1